4-(4-hydrazinyl-7-isobutyl-6,7-dihydro-5H-pyrrolo[2,3-d]pyrimidin-2-yl)morpholine N(N)C=1C2=C(N=C(N1)N1CCOCC1)N(CC2)CC(C)C